C1(=CC=CC=C1)C#CC=1SC=C(N1)OC1=C(N=NN1)C(=O)O 5-((2-(phenylethynyl)thiazol-4-yl)oxy)-1H-1,2,3-triazole-4-carboxylic acid